1-methyl-3-((2,2,2-trifluoroethyl)imino)-1H-indol-2-one CN1C(C(C2=CC=CC=C12)=NCC(F)(F)F)=O